F[C@H]1C[C@H](N(C1)CC1=CC=C(C=C1)OCC1=CC(=CC=C1)F)C(=O)N (2S,4S)-4-fluoro-1-(4-(3-fluorobenzyloxy)benzyl)pyrrolidine-2-carboxamide